C=1N=C(N2C1C=NC=C2)C(=O)N imidazo[1,5-a]pyrazine-3-carboxamide